dimethyl-(3-methyl-1-(phenylsulfonyl)butyl)(phenyl)germane tert-butyl-(1-(2-(2,6-dioxopiperidin-3-yl)-1,3-dioxoisoindolin-5-yl)azetidin-3-yl)carbamate C(C)(C)(C)N(C(O)=O)C1CN(C1)C=1C=C2C(N(C(C2=CC1)=O)C1C(NC(CC1)=O)=O)=O.C[Ge](C1=CC=CC=C1)(C(CC(C)C)S(=O)(=O)C1=CC=CC=C1)C